C1(=CC=CC=C1)N(C1=CC=C(C=C1)C1=CC=C(C=C1)N(C1=CC=C(C=C1)N(C=1C=C(C=CC1)C)C=1C=C(C=CC1)C)C1=CC=CC=C1)C1=CC=C(C=C1)N(C=1C=C(C=CC1)C)C=1C=C(C=CC1)C N,N'-diphenyl-N,N'-bis-[4-(di-m-tolyl-amino)-phenyl]-biphenyl-4,4'-diamine